3-(7-methoxy-4-(methylsulfonyl)-1-oxoisoindolin-2-yl)piperidine-2,6-dione COC=1C=CC(=C2CN(C(C12)=O)C1C(NC(CC1)=O)=O)S(=O)(=O)C